1-[3-(4-Fluoro-2-methyl-2H-pyrazol-3-yl)-4-methoxyphenyl]-3-(4-methoxy-phenyl)-urea FC1=C(N(N=C1)C)C=1C=C(C=CC1OC)NC(=O)NC1=CC=C(C=C1)OC